C(#N)COC(CCC1=CC=C(C=C1)N)=O 3-(4-aminophenyl)propionic acid cyanomethyl ester